C1(CC1)[PH2+]C1=CC=CC=C1 cyclopropylphenylphosphonium